p-toluenesulfonyl-3-trifluoroacetyl-indole CC1=CC=C(C=C1)S(=O)(=O)C=1NC2=CC=CC=C2C1C(C(F)(F)F)=O